di-n-octyl-tin di(2-ethyl)hexanoate Benzyl-((4-(((S)-2-((R)-2-((4-acetamidophenethyl)amino)-4-phenylbutanamido)propanamido)methyl)phenyl)(imino)methyl)carbamate C(C1=CC=CC=C1)N(C([O-])=O)C(=N)C1=CC=C(C=C1)CNC([C@H](C)NC([C@@H](CCC1=CC=CC=C1)NCCC1=CC=C(C=C1)NC(C)=O)=O)=O.CCC(C(=O)[O-])(CCCC)CC.C(CCCCCCC)[Sn+2]CCCCCCCC